2-[[(1R)-1-[2-(2-Methoxy-8-methyl-6-quinolyl)-6-methyl-4-oxo-chromen-8-yl]ethyl]amino]benzoic acid COC1=NC2=C(C=C(C=C2C=C1)C=1OC2=C(C=C(C=C2C(C1)=O)C)[C@@H](C)NC1=C(C(=O)O)C=CC=C1)C